1,1,1,3,3,3-hexafluoropropan-2-yl (R or S)-1-((cyclohexanecarbonyl) carbamoyl)-6-azaspiro[2.5]octane-6-carboxylate C1(CCCCC1)C(=O)NC(=O)[C@@H]1CC12CCN(CC2)C(=O)OC(C(F)(F)F)C(F)(F)F |o1:11|